2-(1-bromoethyl)-5-(trifluoromethyl)pyrazine BrC(C)C1=NC=C(N=C1)C(F)(F)F